C(CCCCCCC\C=C/CCCCCCCCCC)(=O)[O-].[Ho+3].C(CCCCCCC\C=C/CCCCCCCCCC)(=O)[O-].C(CCCCCCC\C=C/CCCCCCCCCC)(=O)[O-] holmium gadoleate